Cl.Cl.C(C)OC(CN([C@@H]1CN(CC1)CC=1C=CC(=NC1)C(=O)O)C)=O 5-{[(3S)-3-[(2-Ethoxy-2-oxoethyl)(methyl)amino]pyrrolidin-1-yl]methyl}pyridine-2-carboxylic acid dihydrochloride